(E)-dimethylpropane-1,3-diamine CC(CN)(CN)C